BrC=1C=C2C=CC(=NC2=CC1)COC(C)C 6-Bromo-2-(isopropoxymethyl)quinoline